FC1=C(C(=CC=C1)C)N1CCC(CC1)N1C(N(C=2C(C1)=NN(C2)CC2(CC2)C)CC2=C(C=CC=C2)C(F)(F)F)=O 6-[1-(2-Fluoro-6-methyl-phenyl)-piperidin-4-yl]-2-(1-methyl-cyclopropylmethyl)-4-(2-trifluoromethyl-benzyl)-2,4,6,7-tetrahydro-pyrazolo[4,3-d]pyrimidin-5-on